COC(=O)C1=NNC=C1N aminopyrazolecarboxylic acid methyl ester